C1(CCCCC1)CN1N=CC(=C1C)C=1C(=NC(=CC1)N1CC2=C(C=CC=C2CC1)C(NC=1SC2=C(N1)C(=CC=C2)F)=O)C(=O)NS(=O)(=O)CCCCCC(=O)OC(C)(C)C tert-butyl 6-[[3-[1-(cyclohexylmethyl)-5-methyl-pyrazol-4-yl]-6-[8-[(4-fluoro-1,3-benzothiazol-2-yl) carbamoyl]-3,4-dihydro-1H-isoquinolin-2-yl]pyridine-2-carbonyl]sulfamoyl]hexanoate